uridine triphosphate trisodium salt [Na+].[Na+].[Na+].P([O-])(=O)(OP(=O)([O-])OP(=O)([O-])O)OC[C@@H]1[C@H]([C@H]([C@@H](O1)N1C(=O)NC(=O)C=C1)O)O